(1R,2R)-2-fluoro-N-(3-(6-(1-hydroxypropyl)-4-methylpyridin-3-yl)-1-methyl-2-oxo-1,2-dihydro-1,6-naphthyridin-7-yl)cyclopropane-1-carboxamide F[C@H]1[C@H](C1)C(=O)NC1=NC=C2C=C(C(N(C2=C1)C)=O)C=1C=NC(=CC1C)C(CC)O